BrC1=NC=C(C=C1)OCCCOC1OCCCC1 2-bromo-5-(3-((tetrahydro-2H-pyran-2-yl)oxy)propoxy)pyridine